pyrrole-13C N1[13CH]=CC=C1